(R)-4-chloro-5-((2-methyl-1,4-diazepan-1-yl)sulfonyl)isoquinolin-1-ol sulfate S(=O)(=O)(O)OC1=NC=C(C2=C(C=CC=C12)S(=O)(=O)N1[C@@H](CNCCC1)C)Cl